(2S)-2-(((tert-butyldimethylsilyl)oxy)methyl)-5-hydroxy-5-methylpiperidine-carboxylic acid tert-butyl ester C(C)(C)(C)OC(=O)N1[C@@H](CCC(C1)(C)O)CO[Si](C)(C)C(C)(C)C